2-[6-(5-cyclopropyl-4H-1,2,4-triazol-3-yl)-2-azaspiro[3.3]heptane-2-carbonyl]-N-[1-(trifluoromethyl)cyclopropyl]-2-azaspiro[3.3]heptane-6-carboxamide C1(CC1)C=1NC(=NN1)C1CC2(CN(C2)C(=O)N2CC3(C2)CC(C3)C(=O)NC3(CC3)C(F)(F)F)C1